[Si](C)(C)(C(C)(C)C)OCC1=CC=C(OC2CCN(CC2)C=2C=CC(=NC2)N)C=C1 5-(4-(4-(((tert-butyldimethylsilyl)oxy)methyl)phenoxy)piperidin-1-yl)pyridin-2-amine